(S)-N-methyl-5-(pyrrolidin-3-ylamino)quinoline-8-carboxamide azobis(2-cyanopropane-1-sulfonate) N(=NC(C(C)C#N)S(=O)(=O)O)C(C(C)C#N)S(=O)(=O)O.CNC(=O)C=1C=CC(=C2C=CC=NC12)N[C@@H]1CNCC1